methyl (2-chlorophenyl) phosphate P(=O)(OC)(OC1=C(C=CC=C1)Cl)[O-]